BrC=1C(=C(NC[C@H]2OCC2)C(=CC1)[N+](=O)[O-])F (S)-3-bromo-2-fluoro-6-nitro-N-(oxetan-2-ylmethyl)aniline